4-(5-{[1-(2-methoxyethyl)-1H-pyrazol-4-yl]methoxy}-1-benzofuran-2-yl)pyridine-3-carbonitrile COCCN1N=CC(=C1)COC=1C=CC2=C(C=C(O2)C2=C(C=NC=C2)C#N)C1